(3aR,6aS)-3a-hydroxy-5-oxo-hexahydrocyclopenta[c]pyrrole-2(1H)-carboxylic acid benzyl ester C(C1=CC=CC=C1)OC(=O)N1C[C@H]2[C@@](C1)(CC(C2)=O)O